CC1=CC(=NC(=N1)C1=CN=CN1C)C(=O)O 6-methyl-2-(1-methyl-1H-imidazol-5-yl)-pyrimidine-4-carboxylic acid